ClC1=CC=C(C=N1)CN(C1=NC(OC1)=O)C1CC1 4-{[(6-chloropyridin-3-yl)methyl](cyclopropyl)amino}-1,3-oxazol-2(5H)-one